C1=CC=C2C(=C1)C=CC=C2CCN Naphthylethylamine